(2-(5-Fluoropyridin-2-yl)-6-(methyl-d3)-4,5,6,7-tetrahydropyrazolo[1,5-a]pyridin-6-yl)methanol FC=1C=CC(=NC1)C1=NN2C(CCC(C2)(C([2H])([2H])[2H])CO)=C1